(R)-2-methyl-2-(2-(3-methylmorpholino)-7-(1H-pyrazol-5-yl)imidazo[1,5-b]pyridazin-4-yl)propanenitrile CC(C#N)(C)C=1C=2N(N=C(C1)N1[C@@H](COCC1)C)C(=NC2)C2=CC=NN2